1-(2-methyl-6-(5-(piperazin-1-ylmethyl)thiophen-2-yl)-3,4-dihydro-quinolin-1(2H)-yl)ethan-1-one CC1N(C2=CC=C(C=C2CC1)C=1SC(=CC1)CN1CCNCC1)C(C)=O